((5-fluoropyridin-3-yl)oxy)-3-methylaniline FC=1C=C(C=NC1)ONC1=CC(=CC=C1)C